C(C)(C)(C)C1=CC=C(C=C1)C=1C=2N(C3=CC=C(C=C3N1)C(=O)OC)C=C(C2)SC(F)(F)F Methyl 4-(4-(tert-butyl)phenyl)-2-((trifluoromethyl)thio)pyrrolo[1,2-a]quinoxaline-7-carboxylate